SCCSC1=CC=C(C=C1)SCCS 1,4-bis(2-mercaptoethylthio)benzene